N-[(S)-1-(4-fluoro-3-methoxyphenyl)ethyl]-8-cyclopropyl-4-(1,7-diaza-7-spiro[4.4]nonyl)-6-methyl-1,7-diaza-3-naphthamide FC1=C(C=C(C=C1)[C@H](C)NC(=O)C=1C=NC2=C(N=C(C=C2C1N1CC2(CCCN2)CC1)C)C1CC1)OC